N1[C@H](CCCC1)C=1C(=C(C=CC1)C1=C(N(N=C1)C)C(=O)N)OC [(2R)-2-piperidyl[methoxy]phenyl]-2-methyl-pyrazole-3-carboxamide